The molecule is an amino acid amide that is L-isoleucine in which the carboxy OH group is replaced by NH2. It is an amino acid amide and a L-isoleucine derivative. CC[C@H](C)[C@@H](C(=O)N)N